N1=C(C=CC=C1)CN1C2COCC1CNC2 9-(2-pyridylmethyl)-3-oxa-7,9-diazabicyclo[3.3.1]nonane